4-(1,1-difluorospiro[2.5]oct-6-yl)phenol FC1(CC12CCC(CC2)C2=CC=C(C=C2)O)F